CN1C=NC=2C1=NC=CC2NC(OC2=CC=CC=C2)=O phenyl (3-methyl-3H-imidazo[4,5-b]pyridin-7-yl)carbamate